C(C(C)(C)C)(=O)N Pivaloamide